2-([1,1'-biphenyl]-2-yl)-4-chloro-6-(dibenzo[b,d]furan-3-yl)-1,3,5-triazine C1(=C(C=CC=C1)C1=NC(=NC(=N1)Cl)C=1C=CC2=C(OC3=C2C=CC=C3)C1)C1=CC=CC=C1